C(C(O)CC(=O)O)(=O)[O-].[Na+] Monosodium Malate